1,1-bis-(t-butylperoxy)-3,3,5-trimethylcyclohexane C(C)(C)(C)OOC1(CC(CC(C1)C)(C)C)OOC(C)(C)C